tert-butyl (2S)-2-{[({[(2S,5R)-6-hydroxy-7-oxo-1,6-diazabicyclo[3.2.1]oct-2-yl]carbonyl}amino)oxy]methyl}pyrrolidine-1-carboxylate ON1[C@@H]2CC[C@H](N(C1=O)C2)C(=O)NOC[C@H]2N(CCC2)C(=O)OC(C)(C)C